CC(C)(C)OC(=O)NC1=C(C2=C(S1)C=CC=C2Br)C#N.C(C)(C)(C)[Si](COCCC)(COCCC)C(C)(C)C di-t-butyl-bis(propoxymethyl)silane 2-methylpropan-2-yl-[(4-bromo-3-cyanobenzo[b]thiophen-2-yl)amino]formate